C1(CCCCC1)P(C1(C(C=CC=C1)=C1C(C=CC=C1OC)(N)OC)[Pd+])C1CCCCC1 2-dicyclohexylphosphino-2',6'-dimethoxy(2'-amino-1,1'-biphenyl-2-yl)palladium(II)